FC(C1=CC=C(C=C1)NC(=O)[C@H]1N[C@H]2CCCC[C@H]2C1)(F)F (2S,3aS,7aS)-N-(4-(trifluoromethyl)phenyl)octahydro-1H-indole-2-carboxamide